C(#N)C1=C(C=C(C=C1)C1(CCN(CC1)C(=O)OC(C)(C)C)O)OC tert-butyl 4-(4-cyano-3-methoxyphenyl)-4-hydroxy-piperidine-1-carboxylate